OCC1=C(C=C(C(=O)NCCCCCOC2=CC3=C(C(=CC(O3)=O)CN3CCOCC3)C=C2)C=C1)[N+](=O)[O-] 4-(hydroxymethyl)-N-(5-((4-(morpholinomethyl)-2-oxo-2H-benzopyran-7-yl)oxy)pentyl)-3-nitrobenzamide